C[C@@H]1N(C2=CC=CC=C2[C@@H](C1)N(C(OC(C)(C)C)=O)C1=CC=C(C=C1)CNCC#C)C(CC)=O tert-butyl ((2S,4R)-2-methyl-1-propionyl-1,2,3,4-tetrahydroquinolin-4-yl)(4-((prop-2-yn-1-ylamino)methyl)phenyl)carbamate